C(C1=CC=CC=C1)OC(C(C(CCCC)=O)N(C)C1=C(C=CC=C1)F)=O 2-((2-fluorophenyl)(methyl)amino)-3-oxoheptanoic acid benzyl ester